1-(tert-butyl) 2-methyl (2S,5R)-5-(4-hydroxyphenyl)pyrrolidine-1,2-dicarboxylate OC1=CC=C(C=C1)[C@H]1CC[C@H](N1C(=O)OC(C)(C)C)C(=O)OC